4-Bromo-2-iodo-1-nitrobenzene BrC1=CC(=C(C=C1)[N+](=O)[O-])I